((1s,3s)-3-Hydroxy-3-methylcyclobutyl)(6-(3-methyl-2-(trifluoromethyl)phenoxy)-2-azaspiro[3.3]heptan-2-yl)methanone OC1(CC(C1)C(=O)N1CC2(C1)CC(C2)OC2=C(C(=CC=C2)C)C(F)(F)F)C